FC=1C(=C2C(=CC(=CC2=C(C1F)F)N)B1OC(C(O1)(C)C)(C)C)OC([2H])([2H])[2H] 6,7,8-Trifluoro-5-(methoxy-d3)-4-(4,4,5,5-tetramethyl-1,3,2-dioxaborolan-2-yl)naphthalen-2-amine